CC1=C(C(=C(C1([Hf](C1(C=CC2=CC=3CCCC3C=C12)CCCCCCCC)(C)C)C)C)C)C Pentamethylcyclopentadienyl-dimethyl-(1-n-octyl-1,5,6,7-tetrahydro-s-indacenyl)hafnium